Methyl 1-(p-methoxybenzyl)-3-(2-methoxyethenyl)-3a,7a-dihydro-1H-7-azaindole-4-carboxylate COC1=CC=C(CN2C=C(C3C(=CC=NC23)C(=O)OC)C=COC)C=C1